(3-chlorophenyl){(4E)-4-[3-(4-fluorophenyl)prop-2-yn-1-ylidene]-3,3-dimethylpiperidin-1-yl}methanone ClC=1C=C(C=CC1)C(=O)N1CC(/C(/CC1)=C/C#CC1=CC=C(C=C1)F)(C)C